COC1=CC=C2C=NN(C2=C1NS(=O)(=O)C=1C=NC(=CC1)N1N=CC(=C1)C1(SCCS1)C)C N-(6-methoxy-1-methylindazol-7-yl)-6-[4-(2-methyl-1,3-dithiolan-2-yl)pyrazol-1-yl]pyridine-3-sulfonamide